FC=1C2=C(C=[N+](C1)[O-])C=NN2 7-Fluoro-1H-pyrazolo[4,3-c]pyridine 5-oxide